CN(CCN(CCC(=O)OCCSSCCCCCCCCCCCC)CCC(=O)OCCSSCCCCCCCCCCCC)CCNCCC(OCCSSCCCCCCCCCCCC)=O bis(2-(dodecyldisulfaneyl)ethyl) 3,3'-((3-methyl-9-oxo-10-oxa-13,14-dithia-3,6-diazahexacosyl)azanediyl)dipropionate